N,N-dimethylthioamide hydrochloride Cl.CS[N-]SC